[(1R,3S)-3-(tert-butoxycarbonylamino)cyclopentyl]methanesulfonate C(C)(C)(C)OC(=O)N[C@@H]1C[C@@H](CC1)CS(=O)(=O)[O-]